benzyl ((S)-3-methyl-1-(((S)-4-methyl-1-oxo-1-(((S)-1-((S)-2-oxopyrrolidin-3-yl)but-3-yn-2-yl)amino)pentan-2-yl)amino)-1-oxobutan-2-yl)carbamate CC([C@@H](C(=O)N[C@H](C(N[C@@H](C[C@H]1C(NCC1)=O)C#C)=O)CC(C)C)NC(OCC1=CC=CC=C1)=O)C